NC=1N=C(C2=C(N1)C=NN2CC2=CC=C(C=1C=CC=NC21)C(=O)O)O 8-((5-amino-7-hydroxy-1H-pyrazolo[4,3-d]pyrimidin-1-yl)methyl)quinoline-5-carboxylic acid